N-[3-fluoro-4-({7-[2-(4-fluoropiperidin-1-yl)ethoxy]-6-methoxyquinolin-4-yl}oxy)phenyl]-5-(4-fluorophenyl)-6-oxo-2,3,5,6-tetrahydrofuro[3,2-c]pyridine-7-carboxamide FC=1C=C(C=CC1OC1=CC=NC2=CC(=C(C=C12)OC)OCCN1CCC(CC1)F)NC(=O)C1=C2C(=CN(C1=O)C1=CC=C(C=C1)F)CCO2